C1(CC1)C1=NN(C(=C1C(F)(F)F)C(=O)NC1=CC(=NC=C1)SC)CC12CC(C1)(C2)F 3-Cyclopropyl-1-((3-fluorobicyclo[1.1.1]pentan-1-yl)methyl)-N-(2-(methylthio)pyridin-4-yl)-4-(trifluoromethyl)-1H-pyrazole-5-carboxamide